COC(\C(=C\OC)\C1=C(C=CC=C1)OC1=NC(=CC(=C1)C(F)(F)F)Cl)=O.FC=1C(=NC=C(C1[N+](=O)[O-])F)NC(C)=O N-(3,5-difluoro-4-nitropyridin-2-yl)acetamide methyl-(E)-2-[2-[[6-chloro-4-(trifluoromethyl)-2-pyridyl]oxy]phenyl]-3-methoxy-prop-2-enoate